N1C(=NC=C1)CC1=CC=C(C=C1)C=1N=C2SC3=C(N2C1)C=CC(=C3)C(=O)NCCCN(CC)CC 2-(4-((1H-imidazol-2-yl)methyl)phenyl)-N-(3-(diethylamino)propyl)benzo[d]imidazo[2,1-b]thiazole-7-carboxamide